methyl 1-{[(tert-butoxy) carbonyl] ({[(tert-butoxy) carbonyl] amino}) amino}-cyclohexane-1-carboxylate C(C)(C)(C)OC(=O)N(C1(CCCCC1)C(=O)OC)NC(=O)OC(C)(C)C